6-(5-(1-(1-(3,4-dimethylphenyl)-5-oxopyrrolidine-3-carbonyl)piperidin-4-yl)-1,2,4-oxadiazol-3-yl)-4-ethyl-2H-benzo[b][1,4]oxazin-3(4H)-one CC=1C=C(C=CC1C)N1CC(CC1=O)C(=O)N1CCC(CC1)C1=NC(=NO1)C1=CC2=C(OCC(N2CC)=O)C=C1